1-(2,2-diphenyl-tetrahydrofuran-3-yl)-N-methyl-methanamine hydrochloride Cl.C1(=CC=CC=C1)C1(OCCC1CNC)C1=CC=CC=C1